2,6-dimethyl-4-((3-(methylcarbamoyl)-7-(trifluoromethyl)thieno[3,2-b]pyridin-5-yl)oxy)piperidine-1-carboxylic acid tert-butyl ester C(C)(C)(C)OC(=O)N1C(CC(CC1C)OC1=CC(=C2C(=N1)C(=CS2)C(NC)=O)C(F)(F)F)C